BrC1=CC=CC=2C=3N(C(=NC12)NC=1C(N=CC=NC1)=O)N=C(N3)C=3C=NN(C3)C(C)C (6R)-6-({7-bromo-2-[1-(propan-2-yl)-1H-pyrazol-4-yl][1,2,4]triazolo[1,5-c]quinazolin-5-yl}amino)-1,4-diazepin-5-one